C(C)C=1N=C2N(C=C(C=C2)C=2C=NC(=NC2)N2CCC(CC2)NC2(CC2)CO)C1N(C=1SC(=C(N1)C1=CC=C(C=C1)F)C#N)C 2-((2-ethyl-6-(2-(4-((1-(hydroxymethyl)cyclopropyl)amino)piperidin-1-yl)pyrimidin-5-yl)imidazo[1,2-a]pyridin-3-yl)(methyl)amino)-4-(4-fluorophenyl)thiazole-5-carbonitrile